[3-bromo-1-[4-(pentafluoro-λ6-sulfaneyl)phenyl]indazol-4-yl]methanol BrC1=NN(C2=CC=CC(=C12)CO)C1=CC=C(C=C1)S(F)(F)(F)(F)F